OC(CC(=O)[O-])C.[K+] Potassium beta-hydroxybutyrate